NC1=NC=2C=CC=CC2C2=C1N=C(N2CC(C)(O)C)CCC(C(F)(F)F)C 1-(4-amino-2-(4,4,4-trifluoro-3-methylbutyl)-1H-imidazo[4,5-c]quinolin-1-yl)-2-methylpropan-2-ol